C(#N)[C@H]1[C@@H]([C@H](N(C1)C(=O)OC(C)(C)C)C(=O)OC(C)(C)C)O di-tert-butyl (2S,3S,4S)-4-cyano-3-hydroxypyrrolidine-1,2-dicarboxylate